1-[(1-ethyl-1H-imidazol-5-yl)methyl]-2-{[3-(3-phenoxyphenyl)pyrrolidin-1-yl]methyl}-1H-1,3-benzodiazole-6-carboxylic acid C(C)N1C=NC=C1CN1C(=NC2=C1C=C(C=C2)C(=O)O)CN2CC(CC2)C2=CC(=CC=C2)OC2=CC=CC=C2